2,3,5-trimethyl-4-methoxypyridine N-oxide CC1=[N+](C=C(C(=C1C)OC)C)[O-]